(3-([1,1'-Biphenyl]-2-ylethynyl)-1H-pyrazolo[3,4-b]pyridin-5-yl)(2,6-diazaspiro[4.5]decan-2-yl)methanone C1(=C(C=CC=C1)C#CC1=NNC2=NC=C(C=C21)C(=O)N2CC1(CC2)NCCCC1)C1=CC=CC=C1